3-amino-2,6-dichlorobenzoic acid NC=1C(=C(C(=O)O)C(=CC1)Cl)Cl